C[Si](NO[Si](C)(C)C)(C)C N,O-bis(trimethylsilyl)hydroxylamine